methyl (S)-2,5-bis(benzamido)pentanoate C(C1=CC=CC=C1)(=O)N[C@H](C(=O)OC)CCCNC(C1=CC=CC=C1)=O